ethyl 2-[4-(2-methylpyrazol-3-yl)indazol-1-yl]acetate CN1N=CC=C1C1=C2C=NN(C2=CC=C1)CC(=O)OCC